C1NCC12CC(C2)CNC2=NC(=C(N=C2)SC2=C(C(=CC=C2)Cl)Cl)C N-((2-azaspiro[3.3]hept-6-yl)methyl)-5-((2,3-dichlorophenyl)thio)-6-methylpyrazin-2-amine